C(C)OC1=CC(=CC=C1)OCC 1,3-diethoxy-benzene